N-tetrahydrofurfuryl-3-(2-chloro-6-fluoro-4-trifluoromethylbenzeneoxy)-5-methyl-1H-pyrazole-1-carboxamide ethyl-1-(4-fluoro-2-(methoxymethoxy)benzyl)-1H-pyrazole-4-carboxylate C(C)OC(=O)C=1C=NN(C1)CC1=C(C=C(C=C1)F)OCOC.C(C1CCCO1)NC(=O)N1N=C(C=C1C)OC1=C(C=C(C=C1F)C(F)(F)F)Cl